1-[(4-{3-Azabicyclo[3.1.0]hex-3-yl}-2-chloro-3-cyanophenyl)methyl]-1H-pyrazole-4-carboxylic acid C12CN(CC2C1)C1=C(C(=C(C=C1)CN1N=CC(=C1)C(=O)O)Cl)C#N